NC=1SC=C(N1)CC1=C2C=CN(C2=CC(=C1OC=1C=CC(=C(C#N)C1)F)F)S(=O)(=O)C1=CC=C(C)C=C1 5-((4-((2-aminothiazol-4-yl)methyl)-6-fluoro-1-tosyl-1H-indol-5-yl)oxy)-2-fluorobenzonitrile